4,4,5,5-tetramethyl-2-[2-methyl-4-(1-methylcyclobutyl)phenyl]-1,3,2-dioxaborolane CC1(OB(OC1(C)C)C1=C(C=C(C=C1)C1(CCC1)C)C)C